Br.C(C(C)C)OC([C@H]1N(CC(C1)O)C(C1=CC=CC=C1)C1=CC=CC=C1)=O 4-Hydroxy-1-diphenylmethyl-proline-isobutyl ester-hydrobromide